acetoxy(isopropylamino)dimethoxysilane Lithium tetrakis(2,3,5,6-tetrafluoro-4-((4-vinylbenzyl)oxy)phenyl)borate FC1=C(C(=C(C(=C1F)OCC1=CC=C(C=C1)C=C)F)F)[B-](C1=C(C(=C(C(=C1F)F)OCC1=CC=C(C=C1)C=C)F)F)(C1=C(C(=C(C(=C1F)F)OCC1=CC=C(C=C1)C=C)F)F)C1=C(C(=C(C(=C1F)F)OCC1=CC=C(C=C1)C=C)F)F.[Li+].C(C)(=O)O[Si](OC)(OC)NC(C)C